9-[(3-cyanophenyl)methyl]-1-ethyl-2,3,4,9-tetrahydro-1H-carbazole-8-carboxylic acid C(#N)C=1C=C(C=CC1)CN1C2=C(C=CC=C2C=2CCCC(C12)CC)C(=O)O